(R)-2-(2,8-dimethylimidazo[1,2-b]pyridazin-6-yl)-7-(3-methylpiperazin-1-yl)-4H-pyrido[1,2-a]pyrimidin-4-one CC=1N=C2N(N=C(C=C2C)C=2N=C3N(C(C2)=O)C=C(C=C3)N3C[C@H](NCC3)C)C1